N1(CCCCC1)C1CCN(CC1)C1=CC(=C(C=C1C=1C=NN(C1)CC)NC1=NC=C(C(=N1)NC1=CC=C(C(=C1P(C)(C)=O)C)C)Br)OC (6-((2-((4-([1,4'-Bipiperidine]-1'-yl)-5-(1-ethyl-1H-pyrazol-4-yl)-2-methoxyphenyl)amino)-5-bromopyrimidine-4-yl)amino)-2,3-dimethylphenyl)dimethylphosphine oxide